OC1=C(C=C2C(N(C(N2C)=[Se])C2=CC=C(C=C2)C)=O)C=CC(=C1)O 5-(2,4-dihydroxybenzylidene)-1-methyl-3-(4-tolyl)-2-selenoxoimidazolidin-4-one